6-(4-chlorophenyl)-N-[(2S)-1-hydroxy-3-methylbut-2-yl]-3-oxo-2-phenyl-2,3-dihydropyridazine-4-carboxamide ClC1=CC=C(C=C1)C=1C=C(C(N(N1)C1=CC=CC=C1)=O)C(=O)N[C@H](CO)C(C)C